2-(Benzyloxy)-4,6-bis(tosyloxy)benzoic acid C(C1=CC=CC=C1)OC1=C(C(=O)O)C(=CC(=C1)OS(=O)(=O)C1=CC=C(C)C=C1)OS(=O)(=O)C1=CC=C(C)C=C1